C(C1=CC=CC=C1)N1CC2CCCC(C1)CN2C(=O)C2(CCN(CC2)C=2C=C(N=NC2)C2=C(C=CC=C2)O)C2=CC=CC=C2 2-[5-(4-{3-benzyl-3,9-diazabicyclo[3.3.2]decane-9-carbonyl}-4-phenylpiperidin-1-yl)pyridazin-3-yl]phenol